CC=1C=C(CNC2=CN=C(N(C2=O)CC(=O)OC(C)(C)C)SC)C=CC1C tert-butyl 2-(5-((3,4-dimethylbenzyl)amino)-2-(methylthio)-6-oxopyrimidin-1(6H)-yl)acetate